ClC1=NC=C(C(=N1)OCC1=CC=C(C=C1)C=1N(C=C(N1)C(F)(F)F)C)C1=NC=CN=C1 2-chloro-4-[[4-[1-methyl-4-(trifluoromethyl)imidazol-2-yl]phenyl]methoxy]-5-pyrazin-2-yl-pyrimidine